5-(2-hydroxypropan-2-yl)pyrimidine OC(C)(C)C=1C=NC=NC1